(S)-2-(3-(dimethylamino)-2,5-dioxopyrrolidin-1-yl)-N-(2-fluorobenzyl)propanamide methanesulfonate CS(=O)(=O)O.CN(C1C(N(C(C1)=O)[C@H](C(=O)NCC1=C(C=CC=C1)F)C)=O)C